NC1=NC2=C(N1CC1=CC=C(C=C1)S(N)(=O)=O)C=CC(=C2)C(=O)N 2-amino-1-(4-sulfamoyl-benzyl)-1H-benzo[d]imidazole-5-carboxamide